BrC=1C=CC(=C(NC[C@@H](C)OCC)C1)[N+](=O)[O-] (R)-5-bromo-N-(2-ethoxypropyl)-2-nitroaniline